FC1=C(C=CC(=C1F)C=1C=NNC1)C=1N=CC(=NC1)N1CC(CC1)N 5-[2,3-difluoro-4-(1H-pyrazol-4-yl)phenyl]pyrazin-2-yl-pyrrolidin-3-amine